S(C1=CC=C(C=C1)CC(C(C)=O)C(C)=O)C1=CC=C(C=C1)CC(C(C)=O)C(C)=O 3,3'-((thiobis(4,1-phenylene))bis(methylene)bis(pentane-2,4-dione))